CC1(OC(CN(C1)C=1N=C(C=2N=C(N(C(C2N1)=O)C)C)C1=C(C=C(C=C1)C(F)(F)F)F)C1=CC(=NC=C1)C)C 6-(2,2-dimethyl-6-(2-methylpyridin-4-yl)morpholino)-8-(2-fluoro-4-(trifluoromethyl)phenyl)-2,3-dimethylpyrimidino[5,4-d]pyrimidin-4(3H)-one